Cl.C(C)C1=NC=CC=C1C1=NC2=C(N1C)C(=CC(=C2)C(=O)N2[C@@H]1CC[C@H](C2)[C@H]1N)OC (1R,4R,7R)-2-[2-(2-Ethylpyridin-3-yl)-7-methoxy-1-methyl-1H-1,3-benzodiazole-5-carbonyl]-2-azabicyclo[2.2.1]heptan-7-amine hydrochloride